N[C@H](C)C1=CC=C2C(=N1)N(C(=C2)C2=NC1=C(N2C2CC2)C(=CC(=C1)C(=O)OC)OC)CCCC=C methyl (R)-2-(6-(1-aminoethyl)-1-(pent-4-en-1-yl)-1H-pyrrolo[2,3-b]pyridin-2-yl)-1-cyclopropyl-7-methoxy-1H-benzo[d]imidazole-5-carboxylate